F[B-](F)(F)F.C(CCCCC)[N+]1=CN(C=C1)C1=CC=C(C=C1)C=1OC(=CN1)C1=CC=CC=C1 3-hexyl-1-(4-(5-phenyloxazol-2-yl)phenyl)-1H-imidazol-3-ium tetrafluoroborate